C(C)OC(=O)C1C=NC2=CC(=C(C=C2C1=O)Cl)F 6-chloro-7-fluoro-4-oxoquinoline-3-carboxylic acid ethyl ester